8-methyl-3-(3-(4-(3-nitrophenyl)piperazin-1-yl)-3-oxopropyl)-3,5-dihydro-4H-pyrimido[5,4-b]indol-4-one CC1=CC=2C3=C(NC2C=C1)C(N(C=N3)CCC(=O)N3CCN(CC3)C3=CC(=CC=C3)[N+](=O)[O-])=O